N-(1-(5-(3-cyano-6-ethoxypyrazolo[1,5-a]pyridin-4-yl)pyridin-2-yl)-4-methylpiperidin-4-yl)-1-(trifluoromethyl)cyclobutane-1-carboxamide C(#N)C=1C=NN2C1C(=CC(=C2)OCC)C=2C=CC(=NC2)N2CCC(CC2)(C)NC(=O)C2(CCC2)C(F)(F)F